C1(=CC=CC=C1)N(C(OCC1(C2=CC=CC=C2C=2C=CC=CC12)COC(N(C1=CC=CC=C1)C1=CC=CC=C1)=O)=O)C1=CC=CC=C1.C1(=CC=CC=C1)N1C2=CC=CC=C2C=2C=C(C=CC12)C#CNC1=CC=CC=C1 ((9-phenyl-9H-carbazol-3-yl)ethynyl)aniline (9H-fluorene-9,9-diyl)bis(methylene) bis(diphenylcarbamate)